C(C)OC(C(C)(C)OC1=C(C=C(C=C1C)CCN1CCN(CC1)C1=CC=C(C=C1)C(F)(F)F)C)=O 2-(2,6-dimethyl-4-(2-(4-(4-(trifluoromethyl)phenyl)piperazin-1-yl)ethyl)phenoxy)-2-methylpropanoic acid ethyl ester